2-amino-3-phenylpropane-1-one NC(C=O)CC1=CC=CC=C1